2-(dihydroxyphosphinyloxy)acrylic acid OP(=O)(OC(C(=O)O)=C)O